(Rac)-5-[4'-hydroxy-2-(trifluoromethyl)-2',3',4',5'-tetrahydro[1,1'-biphenyl]-4-yl]-3,6-dihydro-2H-1,3,4-oxadiazin-2-one O[C@@H]1CCC(=CC1)C1=C(C=C(C=C1)C1=NNC(OC1)=O)C(F)(F)F |r|